CC1=C(C=C(C(=C1)O)C(C)(C)C)O 2-methyl-4-hydroxy-5-t-butylphenol